(E)-tert-butyl (tert-butoxycarbonylamino)(2-(6-chloro-3-(thiazol-2-ylamino)-9H-carbazol-1-yl)ethylamino)methylenecarbamate C(C)(C)(C)OC(=O)N\C(\NCCC1=CC(=CC=2C3=CC(=CC=C3NC12)Cl)NC=1SC=CN1)=N\C(OC(C)(C)C)=O